C1(=CC=CC=C1)NC=1C=C(C=CC1)NC(C1=CC(=CC=C1)NC1=CC=NC=C1)=O N-(3-(phenylamino)phenyl)-3-(pyridin-4-ylamino)benzamide